C1(CC1)C=1C=C(N=NC1)C1=CC=C(C=C1)[C@H](C)NC=1C2=C(N=CN1)SC=C2 N-[(1S)-1-[4-(5-cyclopropylpyridazin-3-yl)phenyl]ethyl]thieno[2,3-d]pyrimidin-4-amine